(1R,5S,6r)-3-(3-chlorophenyl)-3-azabicyclo[3.1.0]hexane-6-carbonitrile ClC=1C=C(C=CC1)N1C[C@H]2C([C@H]2C1)C#N